Cl.FC1([C@H]2CC=3C(=NNC3C[C@]21C)C(=O)NC=2C=NN(C2)C2CCNCC2)F (4aS,5aR)-5,5-difluoro-5a-methyl-N-[1-(piperidin-4-yl)-1H-pyrazol-4-yl]-1H,4H,4aH,5H,5aH,6H-cyclopropa[f]indazole-3-carboxamide hydrochloride